COC1=NC=C(C(=N1)OC)C1=C(N=C(O1)C)C 5-(2,4-dimethoxypyrimidin-5-yl)-2,4-dimethyloxazole